CN(CCCNCCCN(C)C)C N'-(3-(Dimethylamino)propyl)-N,N-dimethyl-1,3-propanediamine